CN1C(CCC1)=O (R)-N-methyl-pyrrolidone